2-chloro-6-(2,6-difluoro-3,5-dimethoxyphenyl)-5,8-dihydropyrido[4,3-d]pyrimidin-7(6H)-one ClC=1N=CC2=C(N1)CC(N(C2)C2=C(C(=CC(=C2F)OC)OC)F)=O